8-methyl-6-(7-oxa-2-aza-spiro[4.5]dec-2-yl)-2-thieno[2,3-c]pyridin-5-yl-3H-quinazolin-4-one CC=1C=C(C=C2C(NC(=NC12)C=1C=C2C(=CN1)SC=C2)=O)N2CC1(CC2)COCCC1